Cl.CN(C1(CCC2(CN(C(N2CC2(CCC2)O)=O)C=2C=NC(=NC2)N2CCNCC2)CC1)C1=CC=CC=C1)C cis-8-dimethylamino-1-[(1-hydroxy-cyclobutyl)-methyl]-8-phenyl-3-(2-piperazin-1-yl-pyrimidin-5-yl)-1,3-diazaspiro[4.5]decan-2-one hydrochloride